3-(4-methyl-3-penten-1-yl)-3-cyclohexene-1-carbaldehyde CC(=CCCC=1CC(CCC1)C=O)C